5-(5-phenyl-2-furanyl)-2-isopropyl-benzene-1,3-diol C1(=CC=CC=C1)C1=CC=C(O1)C=1C=C(C(=C(C1)O)C(C)C)O